ClC1=C(C=C(O[C@H](C(=O)OC)CC)C=C1)C (S)-Methyl 2-(4-chloro-3-methylphenoxy)butanoate